OC1=C(C(=O)O)C=C(C=C1)CNNC(=O)C=1C(=NC(=NC1)C=1N=NC=CC1)O (E)-2-hydroxy-5-((2-(4-hydroxy-2-(pyridazin-3-yl)pyrimidine-5-carbonyl)hydrazino)methyl)benzoic acid